2-{6-azaspiro[2.5]octan-6-yl}-N-(5-chloronaphthalen-1-yl)-4-(2-hydroxyethanesulfonylamino)benzamide C1CC12CCN(CC2)C2=C(C(=O)NC1=CC=CC3=C(C=CC=C13)Cl)C=CC(=C2)NS(=O)(=O)CCO